[Cu].NC1=NC=C(C2=C1C=NN2C2OCCCC2)NC(=O)C(=O)N(C(C)C2=CC=C(C=C2)S(F)(F)(F)(F)F)CC N-(4-amino-1-tetrahydropyran-2-yl-pyrazolo[4,3-c]pyridin-7-yl)-N'-ethyl-N'-[1-[4-(pentafluoro-sulfanyl)phenyl]ethyl]oxamide Copper